ClC=1C(=NC=CC1C1=NC(=C(C=C1)CN(C(OC(C)(C)C)=O)C[C@H]1NC(CC1)=O)OC)C1=C(C(=CC=C1)NC(C1=NC=C(C=C1)CNCCO)=O)Cl tert-butyl (S)-((3'-chloro-2'-(2-chloro-3-(5-(((2-hydroxyethyl)amino)methyl)picolinamido)phenyl)-6-methoxy-[2,4'-bipyridin]-5-yl)methyl)((5-oxopyrrolidin-2-yl)methyl)carbamate